C(=O)(O)C(O)C(O)C(=O)O.C1(C=2C(C(N1[C@@H]1CNCCC1)=O)=CC=CC2)=O (S)-3-(phthalimido)piperidine tartrate salt